2-(1-(4-(4-Carboxyphenyl)-1H-pyrazol-1-yl)-2-((1R*,2R*)-2-(3-phenylpyrrolidine-1-carbonyl)cyclopropyl)ethyl)-5-(5-chloro-2-(1H-tetrazol-1-yl)phenyl)pyridine 1-oxide C(=O)(O)C1=CC=C(C=C1)C=1C=NN(C1)C(C[C@@H]1[C@@H](C1)C(=O)N1CC(CC1)C1=CC=CC=C1)C1=[N+](C=C(C=C1)C1=C(C=CC(=C1)Cl)N1N=NN=C1)[O-] |o1:16,17|